NC1=NC=NN2C1=C(C=C2C2CCN(CC2)C(C(C)C)=O)C2=CC=C(C=C2)NC(=O)C=2C(N(N1C2CCCC1)C1=CC=CC=C1)=O N-(4-(4-amino-7-(1-isobutyrylpiperidin-4-yl)pyrrolo[2,1-f][1,2,4]triazin-5-yl)phenyl)-2-oxo-1-phenyl-1,2,4,5,6,7-hexahydropyrazolo[1,5-a]pyridine-3-carboxamide